O[C@@H]1C[C@@H](CCCC1)NC1=NC(=NC=C1C(=O)N)NC1CCOCC1 4-((1R,3S)-3-hydroxycycloheptylamino)-2-(tetrahydro-2H-pyran-4-ylamino)pyrimidine-5-carboxamide